2,3-dihydro-benzofuran-5-carboxylic acid [2-(2-oxa-7-aza-spiro[3.5]non-7-yl)-benzothiazol-5-yl]-amide C1OCC12CCN(CC2)C=2SC1=C(N2)C=C(C=C1)NC(=O)C=1C=CC2=C(CCO2)C1